ethyl-dioxirane C(C)C1OO1